CN1N=C2C(=C1C1=CC(=C(C(=C1)F)F)F)C[C@H]1CCC[C@@H]2N1C(=O)C1=C(N=C2N1C=CC=C2)C ((5R,9S)-2-Methyl-3-(3,4,5-trifluorophenyl)-4,5,6,7,8,9-hexahydro-2H-5,9-epiminocycloocta[c]pyrazol-10-yl)(2-methylimidazo[1,2-a]pyridin-3-yl)methanone